C(C1=CC=CC=C1)O[C@H]1[C@H]([C@@H](O[C@]1(CO[Si](C(C)C)(C(C)C)C(C)C)COCC1=CC=CC=C1)N1C2=NC=NC(=C2N=C1)NC(C1=CC=CC=C1)=O)O N-[9-[(2R,3R,4S,5S)-4-benzyloxy-5-(benzyloxymethyl)-3-hydroxy-5-(triisopropylsilyloxy-methyl)tetrahydrofuran-2-yl]purin-6-yl]benzamide